(2S,4R)-N-benzyloxycarbonyl-4-hydroxyproline methyl ester COC([C@H]1N(C[C@@H](C1)O)C(=O)OCC1=CC=CC=C1)=O